C(C1=CC=CC=C1)OC=1C=CC2=C(OC(CN2C2=CC=C(C=C2)C(F)(F)F)CNC(C)=O)N1 N-((6-(benzyloxy)-1-(4-(trifluoromethyl)phenyl)-2,3-dihydro-1H-pyrido[2,3-b][1,4]oxazin-3-yl)methyl)acetamide